N-(cis-3-methoxycyclobutyl)-5-(thieno[3,2-c]pyridin-2-yl)-7H-pyrrolo[2,3-d]pyrimidin-2-amine CO[C@H]1C[C@H](C1)NC=1N=CC2=C(N1)NC=C2C2=CC=1C=NC=CC1S2